OCCCCC(=O)OC1=CC=C(C=C1)C1=COC2=CC(=CC(=C2C1=O)O)O [4-[5,7-dihydroxy-4-oxo-chromen-3-yl]phenyl] 5-hydroxypentanoate